4-(2-(4-Chloro-2-fluorophenyl)-2-methylbenzo[d][1,3]dioxol-4-yl)-3,6-Dihydropyridine-1(2H)-carboxylate ClC1=CC(=C(C=C1)C1(OC2=C(O1)C=CC=C2C=2CCN(CC2)C(=O)[O-])C)F